N-(6-(2-amino-5-(1-(piperidin-4-yl)-1H-pyrazol-4-yl)pyridin-3-yl)pyridazin-3-yl)-6-(4-fluorophenyl)-5,7-dioxo-2,3,5,7,11,11a-hexahydrooxazolo[3,2-a]pyrido[1,2-d]pyrazine-8-carboxamide NC1=NC=C(C=C1C1=CC=C(N=N1)NC(=O)C=1C(C(=C2N(CC3N(C2=O)CCO3)C1)C1=CC=C(C=C1)F)=O)C=1C=NN(C1)C1CCNCC1